C12CN(CC(N1)C2)C=2C=1N(C=CC2)C(=CN1)N1C(NC(CC1)=O)=O 1-[8-(3,6-Diazabicyclo[3.1.1]heptan-3-yl)imidazo[1,2-a]pyridin-3-yl]hexahydropyrimidine-2,4-dione